(3-thienyl)alanine S1C=C(C=C1)N[C@@H](C)C(=O)O